BrCC(=O)C1=C(N(C(=C1Cl)CCCCC#N)C1=CC(=C(C#N)C=C1)F)C 4-(3-(2-bromoacetyl)-4-chloro-5-(4-cyanobutyl)-2-methyl-1H-pyrrol-1-yl)-2-fluorobenzonitrile